1,1-bis(3-chloro-4-hydroxyphenyl)cyclohexane ClC=1C=C(C=CC1O)C1(CCCCC1)C1=CC(=C(C=C1)O)Cl